[18F]-fluoroaniline [18F]NC1=CC=CC=C1